C[Se]C[C@H](N)C(=O)O Se-methyl-selenocysteine